[Cl-].C(CCCC)[N+]1=CC(=CC=C1)CCC 1-Pentyl-3-propylpyridinium chlorid